5-(6-chloro-5-methoxy-1-methyl-1H-pyrrolo[3,2-b]pyridin-2-yl)-N,N-dimethyl-4H-1,2,4-triazole-3-carboxamide ClC=1C=C2C(=NC1OC)C=C(N2C)C=2NC(=NN2)C(=O)N(C)C